2-(4-(4-fluoro-2-(4-methyl-4H-1,2,4-triazol-3-yl)phenyl)-6-isopropylpyridin-2-yl)-6-methylisoindolin-1-one FC1=CC(=C(C=C1)C1=CC(=NC(=C1)C(C)C)N1C(C2=CC(=CC=C2C1)C)=O)C1=NN=CN1C